isopropyl 3,3-dimethylbutyrate CC(CC(=O)OC(C)C)(C)C